5-(3,5-dimethylisoxazol-4-yl)-2-methyl-N-(4-(2-methyl-1H-imidazol-1-yl)phenyl)aniline CC1=NOC(=C1C=1C=CC(=C(NC2=CC=C(C=C2)N2C(=NC=C2)C)C1)C)C